6-((3-methoxy-3-oxopropyl)thio)-1H-indole-1-carboxylic acid tert-butyl ester C(C)(C)(C)OC(=O)N1C=CC2=CC=C(C=C12)SCCC(=O)OC